N1=CC(=CC=C1)C=1OC2=C(N1)C=C(C=C2)NC2=NC=NC=C2 2-(pyridin-3-yl)-N-(pyrimidin-4-yl)-1,3-benzooxazol-5-amine